3-cyclopentyl-8-methyl-3,4-dihydroacridine-1,9(2H,10H)-dione C1(CCCC1)C1CC(C=2C(C3=C(C=CC=C3NC2C1)C)=O)=O